NCCCC=1N=C(NC1)[N+](=O)[O-] (3-aminopropyl)-2-nitroimidazole